C(#C)C=1SC=C(N1)NC(=O)NCC1=CC=C(C=C1)C1=CC(=CC=C1)C1(CC1)O 1-(2-Ethynyl-thiazol-4-yl)-3-((3'-(1-hydroxycyclopropyl)-[1,1'-biphenyl]-4-yl)methyl)urea